CN1C=NC=2C1=NC(=CC2N2CCOCC2)N2N=C(NCC2)C=2C=C(C=CC2)C 4-(3-methyl-5-(3-(m-tolyl)-5,6-dihydro-1,2,4-triazin-1(4H)-yl)-3H-imidazo[4,5-b]pyridin-7-yl)morpholine